N-methylbis(3-aminopropyl)amine CN(CCCN)CCCN